1-(1,5-bis(octahydro-1H-inden-2-yl) pentan-3-yl) 7-(pentadec-8-yl) heptanedioate C(CCCCCC(=O)OC(CCCCCCC)CCCCCCC)(=O)OC(CCC1CC2CCCCC2C1)CCC1CC2CCCCC2C1